C(C)(=O)C1=CC=C2CC(C2=C1O)(C#N)C 4-acetyl-5-hydroxy-7-methylbicyclo[4.2.0]octa-1,3,5-triene-7-carbonitrile